FC(C(=O)O)(F)F.C(C)(C)OC=1C=CC=NC1 5-isopropoxypyridine 2,2,2-trifluoroacetate